BrC1=CN=C(C(=N1)C(=O)O)Cl 6-bromo-3-chloropyrazine-2-carboxylic acid